tert-butyl (1R,2S,3S,5S)-2-fluoro-3-([5-[2-(methoxymethoxy)-4-(6-methoxypyridazin-4-yl)phenyl]pyrazin-2-yl](methyl)amino)-8-azabicyclo[3.2.1]octane-8-carboxylate F[C@@H]1[C@H]2CC[C@@H](C[C@@H]1N(C)C1=NC=C(N=C1)C1=C(C=C(C=C1)C1=CN=NC(=C1)OC)OCOC)N2C(=O)OC(C)(C)C